C(CCC)C1=CC(CC(C1)(C)C)O 3-butyl-5,5-dimethylcyclohex-2-en-1-ol